((5-aminopyrimidin-4-yl)methyl)-L-isoleucine methyl ester COC([C@@H](NCC1=NC=NC=C1N)[C@@H](C)CC)=O